Guanosine Pentaphosphate OP(O)(=O)OP(=O)(O)OP(=O)(O)OP(=O)(O)OP(=O)(O)O.[C@@H]1([C@H](O)[C@H](O)[C@@H](CO)O1)N1C=NC=2C(=O)NC(N)=NC12